N-(bis(2-(trifluoromethoxy)phenyl)phosphaneyl)-N-butyl-1,1-bis(4-(tributylsilyl)phenyl)phosphanamine FC(OC1=C(C=CC=C1)P(N(P(C1=CC=C(C=C1)[Si](CCCC)(CCCC)CCCC)C1=CC=C(C=C1)[Si](CCCC)(CCCC)CCCC)CCCC)C1=C(C=CC=C1)OC(F)(F)F)(F)F